P(=O)(OC)(OC[C@H](COCCCCCCCCCCCCCCCCCC)OCC1=C(C=C(C=C1)C#N)OC)[O-] methyl ((S)-2-((4-cyano-2-methoxybenzyl) oxy)-3-(octadecyloxy)Propyl) phosphate